OC(CCN1N=C2C=C(C(=CC2=C1)NC(=O)C=1N=C(SC1)C=1C=NC=CC1)C1=CC(=CC=C1)C(NCCO)=O)(C)C N-(2-(3-hydroxy-3-methylbutyl)-6-(3-((2-hydroxyethyl)carbamoyl)phenyl)-2H-indazol-5-yl)-2-(pyridin-3-yl)thiazole-4-carboxamide